O1[C@@H]2[C@@H](NCC1)CN(C2)C2=CC=C(N=N2)C2=C(C=C(C=C2C)C)O 2-[6-[(4aS,7aS)-3,4,4a,5,7,7a-hexahydro-2H-pyrrolo[3,4-b][1,4]oxazin-6-yl]pyridazin-3-yl]-3,5-dimethylphenol